C(C)C1=C(C(=NN1)C(=O)NC1=CC=C(C=C1)C1CNCCO1)F 5-ethyl-4-fluoro-N-(4-(morpholin-2-yl)phenyl)-1H-pyrazole-3-carboxamide